1,1,2,2-Tetraallyloxyethane C(C=C)OC(C(OCC=C)OCC=C)OCC=C